1-(3,4-dimethoxybenzyl)-5-(2-((2-(2-methoxyethoxy)ethyl)thio)-6-(trifluoromethyl)pyrimidin-4-yl)pyridin-2(1H)-one COC=1C=C(CN2C(C=CC(=C2)C2=NC(=NC(=C2)C(F)(F)F)SCCOCCOC)=O)C=CC1OC